N-[3-[2-(difluoromethoxy)-5-(2-methoxyethylsulfonyl)phenyl]-1-methyl-pyrazol-4-yl]pyrazolo[1,5-a]pyrimidine-3-carboxamide FC(OC1=C(C=C(C=C1)S(=O)(=O)CCOC)C1=NN(C=C1NC(=O)C=1C=NN2C1N=CC=C2)C)F